4-Oxo-3-phenethyl-10-oxa-3-aza-tricyclo[5.2.1.0*1,5*]dec-8-ene-6-carboxylic acid O=C1N(CC23C1C(C(C=C2)O3)C(=O)O)CCC3=CC=CC=C3